m-anilinesulfonic acid NC1=CC(=CC=C1)S(=O)(=O)O